9-Methyl-9,9a-dihydro-1H-xanthene-3,6-diol CC1C2=CC=C(C=C2OC2=CC(=CCC12)O)O